C(C)OC(=O)C=1N(C=C(C1C)C1=NN(C=C1)C)N 1-amino-3-methyl-4-(1-methyl-1H-pyrazol-3-yl)-1H-pyrrole-2-carboxylic acid ethyl ester